C(C#C)(=O)OCCCOC(C#C)=O 1,3-Propanediyl dipropiolate